FC(OC1=CC=C(C=C1)C1=CC(=CC=C1)C(C)=O)(F)F 1-(4'-(trifluoromethoxy)biphenyl-3-yl)ethanone